(propan-2-yl)pyridine CC(C)C1=NC=CC=C1